cobalt (III) 2-ethylhexyl (p-nonylphenyl) phosphonate P(OCC(CCCC)CC)(OC1=CC=C(C=C1)CCCCCCCCC)=O.[Co+3]